tert-butyl 4-(7-(hydroxymethyl)-2-(trifluoromethyl)-3H-pyrrolo[2,3-c]isoquinolin-1-yl)piperidine-1-carboxylate OCC=1C=CC=2C3=C(N=CC2C1)NC(=C3C3CCN(CC3)C(=O)OC(C)(C)C)C(F)(F)F